[(2S,4S,5R,6R)-4,5-diacetoxy-6-bromo-tetrahydropyran-2-yl]methyl acetate C(C)(=O)OC[C@H]1O[C@@H]([C@@H]([C@H](C1)OC(C)=O)OC(C)=O)Br